C1(CC1)COC1=C(CN2C(N(CC=3C2=NN(C3)C)C3CCN(CC3)C3=C(C=CC=C3C)F)=O)C=CC=C1 7-(2-cyclopropylmethoxy-benzyl)-5-[1-(2-fluoro-6-methyl-phenyl)-piperidin-4-yl]-2-methyl-2,4,5,7-tetrahydro-pyrazolo[3,4-d]pyrimidin-6-one